1-(3-((1R,2R)-2-methyl-1',2'-dihydrospiro[cyclopropane-1,3'-pyrrolo[2,3-b]pyridin]-5'-yl)-1H-indol-7-yl)piperazin-2-one C[C@@H]1C[C@@]12CNC1=NC=C(C=C12)C1=CNC2=C(C=CC=C12)N1C(CNCC1)=O